COC(COC1=CC=C(C=C1)CN1CCNCC1)=O.ClC1=CC(=C(C=C1F)NC=1N(C2=NC(=NC=C2N1)NC1CCOCC1)C1CCC(CC1)C(=O)N)F (1s,4s)-4-(8-(4-chloro-2,5-difluorophenylamino)-2-(tetrahydro-2H-pyran-4-ylamino)-9H-purin-9-yl)cyclohexanecarboxamide methyl-2-(4-(piperazin-1-ylmethyl)phenoxy)acetate